C(C1=CC=CC=C1)OC=1C=CC2=C(C(=C(O2)C)C(=O)N[C@H]2C[C@@H](NCC2)C)C1 |r| rac-5-(benzyloxy)-2-methyl-N-(trans-2-methylpiperidin-4-yl)benzofuran-3-carboxamide